3-(methylthio)propyl cyanide CSCCCC#N